Cl.N1CC(C1)N1N=CC(=C1)N1C=C(C(C2=CC(=C(N=C12)N1[C@H](CCC1)COC1=NC=CC=C1F)Cl)=O)C(=O)O |r| rac-(R)-1-(1-(azetidin-3-yl)-1H-pyrazol-4-yl)-6-chloro-7-(2-(((3-fluoropyridin-2-yl)oxy)methyl)pyrrolidin-1-yl)-4-oxo-1,4-dihydro-1,8-naphthyridine-3-carboxylic acid hydrochloride